FC1=C(C=CC=C1)C(N1C[C@@H](N(C[C@H]1C)C1=CC(N(C=2C=CC(=NC12)C#N)C)=O)C)C1=CC=C(C=C1)F 8-[(2S,5R)-4-[(2-fluorophenyl)(4-fluorophenyl)methyl]-2,5-dimethylpiperazin-1-yl]-5-methyl-6-oxo-5,6-dihydro-1,5-naphthyridine-2-carbonitrile